(Z)-5'-Fluoro-N'-hydroxy-4-methyl-[3,4'-bipyridine]-2'-carboximidamide FC=1C(=CC(=NC1)/C(/N)=N/O)C=1C=NC=CC1C